C(C)(=O)O[C@@H]1[C@H]([C@H]2OC(OC[C@H]2O[C@H]1C(=O)O)(C)C)N1N=NC(=C1)C1=CC(=C(C(=C1)F)C)F (4aR,6R,7R,8S,8aR)-7-acetoxy-8-(4-(3,5-difluoro-4-methylphenyl)-1H-1,2,3-triazol-1-yl)-2,2-dimethylhexahydropyrano[3,2-d][1,3]dioxine-6-carboxylic acid